5-(3,5-difluoroanilino)-N-(2,2-dimethylcyclobutyl)-1H-pyrazolo[3,4-c]pyridine-7-carboxamide FC=1C=C(NC=2C=C3C(=C(N2)C(=O)NC2C(CC2)(C)C)NN=C3)C=C(C1)F